[Br-].CC(CC(CCCCCC)(CCCCCC)CCCCCC)([NH+]([SiH3])CCCCCCCCCCCC)C Dimethyl-dodecyl-trihexyl-silyl-propyl-ammonium bromide